The molecule is a 2-oxo monocarboxylic acid anion that is the conjugate base of 6-acetamido-2-oxopentanoic acid, obtained by deprotonation of the carboxy group; major species at pH 7.3. It is a conjugate base of a 5-acetamidopentanoic acid. CC(=O)NCCCCC(=O)[O-]